5-(azetidin-3-ylamino)-N-[1-[4-[2-[1-[4-[1-[1-(2,6-dioxo-3-piperidyl)-3-methyl-2-oxo-benzimidazol-5-yl]-4-piperidyl]butyl]-4-piperidyl]ethynyl]-1-naphthyl]ethyl]-2-methyl-benzamide N1CC(C1)NC=1C=CC(=C(C(=O)NC(C)C2=CC=C(C3=CC=CC=C23)C#CC2CCN(CC2)CCCCC2CCN(CC2)C2=CC3=C(N(C(N3C)=O)C3C(NC(CC3)=O)=O)C=C2)C1)C